1-(2-(tert-butoxy)-2-oxoethoxy)cyclopropan-1-formic acid C(C)(C)(C)OC(COC1(CC1)C(=O)O)=O